(3S,4R)-4-((6-bromo-7-(1-ethylcyclobutyl)-5-fluoropyrrolo[2,1-f][1,2,4]triazin-2-yl)amino)tetrahydro-2H-pyran-3-ol BrC=1C(=C2C=NC(=NN2C1C1(CCC1)CC)N[C@H]1[C@@H](COCC1)O)F